5-bromo-1-(4-chloro-2-fluoro-phenyl)-4-(3,4-dichlorophenyl)-6-methyl-2-oxo-pyridine-3-carboxylic acid BrC=1C(=C(C(N(C1C)C1=C(C=C(C=C1)Cl)F)=O)C(=O)O)C1=CC(=C(C=C1)Cl)Cl